C1(=CCCCC1)C1=C(CO)C=CC=C1 2-cyclohexen-1-yl-benzyl alcohol